C(=C)C1=C2C(=NC=C1)C=C(S2)C(=O)OC methyl 7-vinylthieno[3,2-b]pyridine-2-carboxylate